C1(CCCC1)N1N=C(C=2C1=NC=NC2N)C2=NOC(=C2I)C2CC2 1-cyclopentyl-3-(5-cyclopropyl-4-iodo-isoxazol-3-yl)pyrazolo[3,4-d]pyrimidin-4-amine